P(=O)([O-])([O-])[O-].[Ni+2].P(=O)([O-])([O-])[O-].[Ni+2].[Ni+2] Nickel Phosphat